N-(3-chloro-5-(methylsulfonamido)phenyl)-5-(hydroxymethyl)-4-phenylthiophene-2-carboxamide ClC=1C=C(C=C(C1)NS(=O)(=O)C)NC(=O)C=1SC(=C(C1)C1=CC=CC=C1)CO